tert-butyl-4-[(5-chloro-2-pyridyl)-tetrahydropyran-4-yl-methyl]-4-hydroxy-piperidine-1-carboxylate C(C)(C)(C)OC(=O)N1CCC(CC1)(O)C(C1CCOCC1)C1=NC=C(C=C1)Cl